C(C(=O)OCCC(CC(CC)=C)C)(=O)OCC ethyl (3-methyl-5-methyleneheptyl) oxalate